3-(hexafluoroisopropoxy)-2-phenylethynyl-quinoxaline FC(C(C(F)(F)F)OC=1C(=NC2=CC=CC=C2N1)C#CC1=CC=CC=C1)(F)F